tert-butyl ((1S,3R)-3-((4-(3-amino-1H-pyrazol-5-yl)-5-fluoro-6-methylpyridin-3-yl)oxy)cyclopentyl)carbamate NC1=NNC(=C1)C1=C(C=NC(=C1F)C)O[C@H]1C[C@H](CC1)NC(OC(C)(C)C)=O